C(C)OC(C(C)(C)OC1=C(C=C(C=C1C)CN1C(N(CC1)C1=CC=CC=C1)=O)C)=O 2-(2,6-dimethyl-4-((2-oxo-3-phenylimidazolin-1-yl)methyl)phenoxy)-2-methylpropionic acid ethyl ester